2-((1-(Methyl-d3)-3-(oxetan-3-yloxy)-1H-pyrazol-4-yl)amino)-7-((3R,4S)-3-methyltetrahydro-2H-pyran-4-yl)-7H-pyrrolo[2,3-d]pyrimidine C(N1N=C(C(=C1)NC=1N=CC2=C(N1)N(C=C2)[C@@H]2[C@H](COCC2)C)OC2COC2)([2H])([2H])[2H]